2-{7-methyl-6-[(2Z)-pent-2-en-1-yl]-1,4-dioxaspiro[4.4]non-6-en-2-yl}acetaldehyde CC1=C(C2(OCC(O2)CC=O)CC1)C\C=C/CC